C(C)OC1=C(C=C(C=C1)S(=O)(=O)N1CCC(CC1)CCO[N+](=O)[O-])C=1NC(C2=C(N1)C(=CN2C)CCC)=O 2-(1-((4-Ethoxy-3-(5-methyl-4-oxo-7-propyl-4,5-dihydro-3H-pyrrolo[3,2-d]pyrimidin-2-yl)phenyl)sulfonyl)piperidin-4-yl)ethylnitrat